C1(=CC=CC=C1)C1(N=C(C2=CC=CC=C12)C1=CC=CC=C1)C(=O)OC methyl 1,3-diphenyl-1H-isoindolecarboxylate